C(C1=CC=CC=C1)NC1=CN=CC(=N1)C=1C=C2CCC(N(C2=CC1)C)=O 6-(6-Benzylaminopyrazin-2-yl)-1-methyl-3,4-dihydro-1H-chinolin-2-on